4-bromo-2-methoxy-6-methylpyridine BrC1=CC(=NC(=C1)C)OC